bisphenol a diallyl-carbonate C(C=C)OC(OCC=C)=O.OC1=CC=C(C=C1)C(C)(C)C1=CC=C(C=C1)O